FC1=C(C(=O)N2CCN(CC2)CC(=O)N2CCCC23C(NC2=CC=CC=C2C3)=O)C(=CC=C1)F 1-(2-(4-(2,6-difluorobenzoyl)piperazin-1-yl)acetyl)-1',4'-dihydro-2'H-spiro[pyrrolidine-2,3'-quinoline]-2'-one